C(C(=C)C)(=O)OCCN1CCOCC1 [2-(4-morpholinyl) ethyl] methacrylate